(2-{6-cyclopropyl-4-[4-fluoro-2-(4-methyl-1,2,4-triazol-3-yl)phenyl]pyridin-2-yl}-7-methyl-1,3-benzoxazol-5-yl)methanol C1(CC1)C1=CC(=CC(=N1)C=1OC2=C(N1)C=C(C=C2C)CO)C2=C(C=C(C=C2)F)C2=NN=CN2C